ammonium laurate C(CCCCCCCCCCC)(=O)[O-].[NH4+]